FC=1C(=C(C=C(C1)F)C=1C=C2N3CCN(C[C@@H]3CNC2=NN1)CC1[C@@H]2CN(C[C@H]12)C(=O)OC(C)(C)C)O tert-butyl (1R,5S)-6-[[(10S)-4-(3,5-difluoro-2-hydroxyphenyl)-1,5,6,8,12-pentazatricyclo[8.4.0.02,7]tetradeca-2,4,6-trien-12-yl]methyl]-3-azabicyclo[3.1.0]hexane-3-carboxylate